6-(((2-(4-(4-chloro-1,2-bis(4-hydroxyphenyl)but-1-en-1-yl)phenoxy)ethyl)amino)methyl)-2-(2,6-dioxopiperidin-3-yl)-4-fluoroisoindoline-1,3-dione ClCCC(=C(C1=CC=C(C=C1)O)C1=CC=C(OCCNCC2=CC(=C3C(N(C(C3=C2)=O)C2C(NC(CC2)=O)=O)=O)F)C=C1)C1=CC=C(C=C1)O